[3-(trifluoromethyl)-5,6-dihydro-4H-cyclopenta[2,1-c]pyrazol-1-yl]acetic acid FC(C=1C2=C(N(N1)CC(=O)O)CCC2)(F)F